OC1(CC(C1)C(=O)N1CCC2(CC(C2)OC2=NC=C(C=C2C)C(F)(F)F)CC1)C ((1s,3s)-3-Hydroxy-3-methylcyclobutyl)(2-((3-methyl-5-(trifluoromethyl)pyridin-2-yl)oxy)-7-azaspiro[3.5]nonan-7-yl)methanon